ClC=1C(=C2C=NNC2=C(C1F)N(C)C(C(F)F)C)C=1N=CC=2N(C1)C=C(N2)NC(=O)C2C(C2)F N-(6-(5-chloro-7-((1,1-difluoropropan-2-yl)(methyl)amino)-6-fluoro-1H-indazol-4-yl)imidazo[1,2-a]pyrazin-2-yl)-2-fluorocyclopropane-1-carboxamide